FC1(CN(CCC1C1=C(C=C(C=C1)I)F)C(=O)OC(C)(C)C)F tert-butyl 3,3-difluoro-4-(2-fluoro-4-iodo-phenyl)piperidine-1-carboxylate